N-((6-bromo-3-methoxypyridin-2-yl)methyl)formamide BrC1=CC=C(C(=N1)CNC=O)OC